6-(3-Bromo-1-(3-chloropyridin-2-yl)-1H-pyrazol-5-carboxamido)-N-(3,3-dimethylbutan-2-yl)-5-methylpyrazolo[1,5-a]pyridin-7-carboxamid BrC1=NN(C(=C1)C(=O)NC=1C(=CC=2N(C1C(=O)NC(C)C(C)(C)C)N=CC2)C)C2=NC=CC=C2Cl